N1CC(CCC1)OC=1C=CC=C(C(=O)N)C1 5-(piperidin-3-yloxy)benzamide